C(C)(C)(C)OC(=O)N1CCN(CC1)C1=NC(=NC2=C(C(=C(C=C12)Cl)C1=CC(=CC2=CC=CC=C12)O)F)OC[C@H]1N(CCC1)C 4-(6-chloro-8-fluoro-7-(3-hydroxynaphthalen-1-yl)-2-(((S)-1-methylpyrrolidin-2-yl)methoxy)quinazolin-4-yl)piperazine-1-carboxylic acid tert-butyl ester